ClC=1C=CC2=C([C@H](C[C@H](O2)C(=O)N[C@@H]2[C@H]3C[C@@H]([C@@H](C2)O3)C=3OC(=NN3)[C@@H]3C[C@@H](C3)OC(F)(F)F)O)C1 |&1:13,14,16,17| (2S,4S)-6-chloro-4-hydroxy-N-[(1RS,2SR,4RS,5SR)-5-{5-[cis-3-(trifluoromethoxy)cyclobutyl]-1,3,4-oxadiazol-2-yl}-7-oxabicyclo[2.2.1]hept-2-yl]-3,4-dihydro-2H-1-benzopyran-2-carboxamide